CC1=NC(=CC(=C1)C=1NC2=CC=C(C=C2C1C(C)C)C1CCN(CC1)CC(=O)NC1(CCOCC1)C)C 2-(4-(2-(2,6-dimethylpyridin-4-yl)-3-isopropyl-1H-indol-5-yl)piperidin-1-yl)-N-(4-methyltetrahydro-2H-pyran-4-yl)acetamide